Cl.O[C@@H]1CN(CC1)C(=O)C=1C(=NC(=CC1C)C(F)(F)F)C1=C2C(=NC=C1)C=C(S2)CN2C(C1C(C1C2=O)(C)C)=O 3-((7-(3-((S)-3-hydroxypyrrolidine-1-carbonyl)-4-methyl-6-(trifluoromethyl)pyridin-2-yl)thieno[3,2-b]pyridin-2-yl)methyl)-6,6-dimethyl-3-azabicyclo[3.1.0]hexane-2,4-dione hydrochloride